2-(3-(difluoromethoxy)-4-((4-methylbenzyl)oxy)phenyl)-4,4,5,5-tetramethyl-1,3,2-dioxaborolane FC(OC=1C=C(C=CC1OCC1=CC=C(C=C1)C)B1OC(C(O1)(C)C)(C)C)F